FC=1C=C2CCN(C(C2=CC1)([2H])[2H])C1=CC(=C(C(=C1)C)NC(CC(C)(C)C)=O)C N-(4-(6-fluoro-3,4-dihydroisoquinolin-2(1H)-yl-1,1-d2)-2,6-dimethylphenyl)-3,3-dimethylbutanamide